(S)-8-(2-amino-6-((R)-2,2,2-trifluoro-1-(4'-propoxy-[1,1'-biphenyl]-4-yl)ethoxy)pyrimidin-4-yl)-2,8-diazaspiro[4.5]decane-3-carboxylic acid NC1=NC(=CC(=N1)N1CCC2(C[C@H](NC2)C(=O)O)CC1)O[C@@H](C(F)(F)F)C1=CC=C(C=C1)C1=CC=C(C=C1)OCCC